7-(4-amino-5-cyclopropylpyrimidin-2-yl)-6-fluoro-3-[(4S)-4-[[6-oxo-5-(trifluoromethyl)-1H-pyridazin-4-yl]amino]pentyl]quinazolin-4-one NC1=NC(=NC=C1C1CC1)C1=C(C=C2C(N(C=NC2=C1)CCC[C@H](C)NC=1C=NNC(C1C(F)(F)F)=O)=O)F